CC=1C=CC=2N(C1)C(=C(N2)C2=C(C(=C(C(=C2[2H])[2H])C([2H])([2H])[2H])[2H])[2H])CC(=O)O 2-(6-methyl-2-(4-(methyl-d3)phenyl-2,3,5,6-d4)imidazo[1,2-a]pyridin-3-yl)acetic acid